linoleoyl-linoleoyl-glycerol C(CCCCCCC\C=C/C\C=C/CCCCC)(=O)C(O)(C(O)CO)C(CCCCCCC\C=C/C\C=C/CCCCC)=O